ClC1=NC=C(C(=O)OC)C(=C1)NC1CCOCC1 methyl 6-chloro-4-((tetrahydro-2H-pyran-4-yl)amino)nicotinate